(S)-N1-(1-(2-(2-adamantylamino)-2-oxoethyl)-2-oxo-1,2-dihydropyridin-3-yl)-N6-methyl-5-oxo-2-(pyridazine-3-carboxamido)hexanediamide C12C(C3CC(CC(C1)C3)C2)NC(CN2C(C(=CC=C2)NC([C@H](CCC(C(=O)NC)=O)NC(=O)C=2N=NC=CC2)=O)=O)=O